N1=C(C=CC2=CC=CN=C12)CCC1CC(C1)OCC(=C(C(=O)OC)NC(=O)OC(C)(C)C)C methyl 4-((1S,3R)-3-(2-(1,8-naphthyridin-2-yl) ethyl) cyclobutoxy)-2-((tert-butoxycarbonyl) amino)-3-methylbut-2-enoate